COC=1C=C2C(=NC(=NC2=CC1C#CCN1CCCC1)N1CCCC1)NC1CCS(CC1)(=O)=O 4-((6-methoxy-2-(pyrrolidin-1-yl)-7-(3-(pyrrolidin-1-yl)prop-1-yn-1-yl)quinazolin-4-yl)amino)tetrahydro-2H-thiopyran 1,1-dioxide